C[C@@H]1CN(CCN1C1=C(C=NN1C1COC1)C)C(=O)OC(C)(C)C tert-butyl (R)-3-methyl-4-(4-methyl-1-(oxetan-3-yl)-1H-pyrazol-5-yl)piperazine-1-carboxylate